(S)-2-(2-oxa-6-azaspiro[3.3]hept-6-ylmethyl)-6-(3-(difluoromethoxy)-5-fluorophenyl)-4-((3-(trifluoromethyl)phenyl)sulfonyl)-3,4-dihydro-2H-benzo[b][1,4]oxazine C1OCC12CN(C2)C[C@H]2CN(C1=C(O2)C=CC(=C1)C1=CC(=CC(=C1)F)OC(F)F)S(=O)(=O)C1=CC(=CC=C1)C(F)(F)F